((cis)-3-hydroxycyclobutyl)(methyl)carbamic acid tert-butyl ester C(C)(C)(C)OC(N(C)[C@@H]1C[C@@H](C1)O)=O